CN(CCCN1C(C(=CC=C1)C(=O)OC)=O)C methyl 1-[3-(dimethylamino)propyl]-2-oxo-1,2-dihydropyridine-3-carboxylate